TRIAZOLOQUINOLINE N1N=NC=2C=CC=3C=CC=NC3C21